6-Chloro-1-methyl-8-[4-(pyridin-2-ylmethoxy)-phenyl]-9H-pyrido[3,4-b]indole ClC=1C=C2C3=C(NC2=C(C1)C1=CC=C(C=C1)OCC1=NC=CC=C1)C(=NC=C3)C